C1(CC1)C(CO)CO 2-cyclopropyl-1,3-propanediol